(R)-3-(benzofuran-7-yloxy)-N-methyl-3-(thiophen-2-yl)propan-1-amine hydrochloride Cl.O1C=CC2=C1C(=CC=C2)O[C@H](CCNC)C=2SC=CC2